(E)-N-(4-((3-Chloro-4-(pyridin-2-ylmethoxy)phenyl)amino)-5-methoxyquinazolin-6-yl)-4-(Piperidin-1-yl)but-2-enamide ClC=1C=C(C=CC1OCC1=NC=CC=C1)NC1=NC=NC2=CC=C(C(=C12)OC)NC(\C=C\CN1CCCCC1)=O